2-{methyl[2-(pyridin-2-yl)-5H,6H,7H-cyclopenta[d]pyrimidin-4-yl]amino}-N-[(pyridin-2-yl)methyl]acetamide CN(CC(=O)NCC1=NC=CC=C1)C=1C2=C(N=C(N1)C1=NC=CC=C1)CCC2